NC=1C=C(CN2CCN(CC2)C=2C=CC(=NC2C)C(=O)NC)C=CC1Br 5-(4-(3-amino-4-bromobenzyl)piperazin-1-yl)-N,6-dimethylpicolinamide